C(C)(C)(C)OC(=O)N1CCN(CC1)C=1SC(=NN1)NC1=NC=NC(=C1)Cl 4-(5-((6-Chloropyrimidin-4-yl)amino)-1,3,4-thiadiazol-2-yl)piperazine-1-carboxylic acid tert-butyl ester